(2-methylazetidin-2-yl)methanol hydrogen chloride Cl.CC1(NCC1)CO